2-(4-((5,6-diphenylpyrazin-2-yl)(isopropyl)amino)-butoxy)acetic acid C1(=CC=CC=C1)C=1N=CC(=NC1C1=CC=CC=C1)N(CCCCOCC(=O)O)C(C)C